[(2R,3R,4R,5R,6R)-3,4-bis(acetyloxy)-6-(but-3-yn-1-yloxy)-5-acetamidooxan-2-yl]methyl acetate C(C)(=O)OC[C@H]1O[C@H]([C@@H]([C@H]([C@H]1OC(C)=O)OC(C)=O)NC(C)=O)OCCC#C